FC1=CC=C(C=C1)C1=NC(=NS1)N[C@@H]1C[C@H](CC1)NC1=CC=C(C=N1)N1N=CC=CC1=O 2-(6-(((1S,3S)-3-((5-(4-fluorophenyl)-1,2,4-thiadiazol-3-yl)amino)cyclopentyl)amino)pyridin-3-yl)pyridazin-3(2H)-one